OCCCC1=CC=C(OCC2=CC(=NN2C2=CC=C(C=C2)C)C)C=C1 5-[[4-(3-hydroxypropyl)phenoxy]methyl]-3-methyl-1-(p-tolyl)pyrazole